((2R,6R)-4-(2-fluoro-4-methoxybenzoyl)-2,6-dimethylpiperazin-1-yl)(2-fluoro-4-methylphenyl)methanone FC1=C(C(=O)N2C[C@H](N([C@@H](C2)C)C(=O)C2=C(C=C(C=C2)C)F)C)C=CC(=C1)OC